[Br-].C(C(=C)C)(=O)OCCCC[N+](C)(C)C 4-(methacryloyloxy)butyl-trimethyl-ammonium bromide